2-(3-(((3S,4S)-3-fluoropiperidin-4-yl)(methyl)amino)-1,2,4-triazin-6-yl)-5-(1H-imidazol-1-yl)phenol F[C@H]1CNCC[C@@H]1N(C=1N=NC(=CN1)C1=C(C=C(C=C1)N1C=NC=C1)O)C